tert-butyl 4-(thiazol-2-yl)-3,6-dihydro-2H-pyridine-1-carboxylate S1C(=NC=C1)C=1CCN(CC1)C(=O)OC(C)(C)C